4-(2-(difluoromethyl)-1H-benzo[d]imidazol-1-yl)-6-morpholino-N-(1-phenylethyl)-1,3,5-triazin-2-amine FC(C1=NC2=C(N1C1=NC(=NC(=N1)N1CCOCC1)NC(C)C1=CC=CC=C1)C=CC=C2)F